COC(=O)[C@H]1[C@@]2(CC[C@H]3C(O[C@@H](C[C@@]3([C@H]2C([C@H](C1)OC(C)=O)=O)C)C1=COC=C1)=O)C (2S,4aR,6aR,7R,9S,10aS,10bR)-9-(Acetyloxy)-2-(3-furanyl)dodecahydro-6a,10b-dimethyl-4,10-dioxo-2H-naphtho[2,1-c]pyran-7-carboxylic acid methyl ester